C(C)(C)(C)C1C(CC1C)(O)O[SiH](C)C tert-Butyl(dimethyl-silyl)oxy-3-methylcyclobutanol